(2S,3S)-1-((S)-tert-butylsulfinyl)-3-cyclobutylazepine-2-carboxylic acid Ethyl ester C(C)OC(=O)C=1N(C=CC=CC1C1CCC1)[S@@](=O)C(C)(C)C